(1R,2S)-1-(2-chlorophenyl)-N2-(cyclobutylmethyl)-N1-methylcyclohexane-1,2-diamine ClC1=C(C=CC=C1)[C@]1([C@H](CCCC1)NCC1CCC1)NC